NC1=NC(=CC(=N1)N1C[C@@H](CC1)N(C(OC(C)(C)C)=O)C)C1=CC(=NN1C1OCCCC1)C tert-Butyl ((3R)-1-(2-amino-6-(3-methyl-1-(tetrahydro-2H-pyran-2-yl)-1H-pyrazol-5-yl)pyrimidin-4-yl)pyrrolidin-3-yl)(methyl)carbamate